3-(3-chloro-4-fluorophenyl)-1-((1,3a,4,5,6,7a-hexahydropyrano[2,3-c]pyrazol-3-yl)methyl)-1-(2-methoxypyridin-4-yl)urea ClC=1C=C(C=CC1F)NC(N(C1=CC(=NC=C1)OC)CC=1C2C(NN1)OCCC2)=O